Benzyl (2S,4R)-4-fluoro-4-(fluoromethyl)-1-((4-(4-fluorophenoxy)benzoyl) glycyl)pyrrolidine-2-carboxylate F[C@@]1(C[C@H](N(C1)C(CNC(C1=CC=C(C=C1)OC1=CC=C(C=C1)F)=O)=O)C(=O)OCC1=CC=CC=C1)CF